tert-butyl 2-(((1-(3-((1-(2-(2-((tert-butyldimethylsilyl)oxy)ethoxy)-4-chlorophenyl)-2-ethoxy-2-oxoethyl)amino)-5-methoxyphenyl)ethylidene)amino)oxy)-2-methylpropanoate [Si](C)(C)(C(C)(C)C)OCCOC1=C(C=CC(=C1)Cl)C(C(=O)OCC)NC=1C=C(C=C(C1)OC)C(C)=NOC(C(=O)OC(C)(C)C)(C)C